ClC=1C(=CC(=C(C(=O)NS(=O)(=O)C2=CC=C(OC3CN(CC3)C(=O)OC(C)(C)C)C=C2)C1)F)OCC1CCCC1 tert-butyl 3-(4-(N-(5-chloro-4-(cyclopentylmethoxy)-2-fluorobenzoyl)-sulfamoyl)phenoxy)pyrrolidine-1-carboxylate